2-bromo-4-hydroxy-5-((tetrahydrofuran-3-yl)amino)benzoic acid methyl ester COC(C1=C(C=C(C(=C1)NC1COCC1)O)Br)=O